(3R)-3-(4-Chlorophenyl)-2-[(5-chloropyridin-2-yl)methyl]-3-[(2R)-3-hydroxy-2-methyl(3,3-2H2)propoxy]-6-(2-hydroxypropan-2-yl)-2,3-dihydro-1H-isoindol-1-one ClC1=CC=C(C=C1)[C@@]1(N(C(C2=CC(=CC=C12)C(C)(C)O)=O)CC1=NC=C(C=C1)Cl)OC[C@@H](C([2H])([2H])O)C